N-((S)-2-(dimethylamino)-3-(4-hydroxy-2,6-dimethylphenyl)propyl)-2-(pyrimidin-2-yl)cyclopropane-1-carboxamide CN([C@H](CNC(=O)C1C(C1)C1=NC=CC=N1)CC1=C(C=C(C=C1C)O)C)C